NC12COC(C1)(C2)C(=O)N2CCN(CC2)C2=NC=C(C=N2)C(F)(F)F (4-amino-2-oxabicyclo[2.1.1]hexan-1-yl)-[4-[5-(trifluoromethyl)pyrimidin-2-yl]piperazin-1-yl]methanone